3,3'-thiodipropionic acid diethyl ester C(C)OC(CCSCCC(=O)OCC)=O